5-(bromomethyl)-3-ethoxypicolinonitrile BrCC=1C=C(C(=NC1)C#N)OCC